2,3-dihydroxypropyl propenyl ether C(=CC)OCC(CO)O